FC1=C(C=CC(=C1)Cl)C1=NOC(=C1)CO[C@@H]([C@@](C)(O)N1N=CN=C1)C (2R,3R)-3-((3-(2-fluoro-4-chlorophenyl)isoxazol-5-yl)methoxy)-2-(1H-1,2,4-triazol-1-yl)butan-2-ol